2-[2-[[5-oxo-1-(3-oxo-4H-pyrido[3,2-b][1,4]oxazin-6-yl)pyrrolidin-3-yl]amino]ethylamino]-2,3-dihydro-1H-indene-4-carbonitrile O=C1CC(CN1C=1C=CC=2OCC(NC2N1)=O)NCCNC1CC=2C=CC=C(C2C1)C#N